FC1=CC(C(C=C1)(O)[Li])O 4-fluoro-1,2-dihydroxyphenyl-lithium